tert-butyl 4-[2-chloro-6-(1-naphthylcarbamoyl)pyrimidin-4-yl]piperazine-1-carboxylate ClC1=NC(=CC(=N1)N1CCN(CC1)C(=O)OC(C)(C)C)C(NC1=CC=CC2=CC=CC=C12)=O